COC(=O)C1=NC(=CN=C1)Cl.C(CCCCCCC)C(CC=1N=CSC1)CCCCCCCCCC 4-(2-octyldodecyl)thiazole methyl-6-chloropyrazine-2-carboxylate